BrC1=CC(=C(C=C1)C1(COC1)NC(OCC1=CC=CC=C1)=O)C benzyl (3-(4-bromo-2-methylphenyl)oxetan-3-yl)carbamate